FC1=C(C=CC(=C1)F)C1CN(CC12CCC2)C(=O)C2=CC(=NO2)O (8-(2,4-difluorophenyl)-6-azaspiro[3.4]octan-6-yl)(3-hydroxyisoxazol-5-yl)methanone